BrC1=NN(C(=C1)C(=O)N)C1=NC=CC=C1Cl 3-bromo-1-(3-chloropyridine-2-yl)-1H-pyrazole-5-formamide